1-((1-isopropylpiperidin-4-yl)sulfonyl)-1H-pyrrole-3-carboxylic acid C(C)(C)N1CCC(CC1)S(=O)(=O)N1C=C(C=C1)C(=O)O